C1(CC1)CN1C(=CC2=CC(=CC(=C12)C=1C(=NC(=CC1)C)CC)N1N(C2=C(C1)CN(C2)C=O)CC)C=2CNCCC2 2-(1-(Cyclopropylmethyl)-7-(2-ethyl-6-methylpyridin-3-yl)-2-(1,2,5,6-tetrahydropyridin-3-yl)-1H-indol-5-yl)(1-ethylpyrrolo[3,4-c]pyrazol-5(1H,4H,6H)-yl)methanone